(3S)-N-(3-[2-[(1R,2S)-2-(hydroxymethyl)cyclopropyl]-6-(morpholin-4-yl)pyridin-4-yl]-4-methylphenyl)-3-(2,2,2-trifluoroethyl)pyrrolidine-1-carboxamide OC[C@@H]1[C@@H](C1)C1=NC(=CC(=C1)C=1C=C(C=CC1C)NC(=O)N1C[C@@H](CC1)CC(F)(F)F)N1CCOCC1